tert-butyl 3-(aminomethyl)-3-((4-methoxybenzyl)amino)pyrrolidine-1-carboxylate NCC1(CN(CC1)C(=O)OC(C)(C)C)NCC1=CC=C(C=C1)OC